ClC=1C(=C(CNC([C@H](CC(C)C)NC(OC(C)(C)C)=O)=O)C=CC1)F (S)-tert-butyl (1-((3-chloro-2-fluorobenzyl)amino)-4-methyl-1-oxopentan-2-yl)carbamate